N1[C@@H](CCC1)C(CC)=O (S)-1-(pyrrolidin-2-yl)propan-1-one